C(C1CCC(CC1)N=C=O)C1CCC(CC1)N=C=O 1,1'-methylene-bis(4-isocyanatocyclohexane)